FC1(C(CCC1)OC1=C(C=C(C=C1)NC(=O)C=1N=C(OC1CC(F)(F)F)N1CC2(CCOC2)CC1)F)F N-(4-((2,2-difluorocyclopentyl)oxy)-3-fluorophenyl)-2-(2-oxa-7-azaspiro[4.4]nonan-7-yl)-5-(2,2,2-trifluoroethyl)oxazole-4-carboxamide